4-(azetidin-3-ylmethoxy)-2-(2,6-dioxopiperidin-3-yl)isoindole-1,3-dione trifluoroacetate salt FC(C(=O)O)(F)F.N1CC(C1)COC1=C2C(N(C(C2=CC=C1)=O)C1C(NC(CC1)=O)=O)=O